CC1=NOC(C1=CC1=CC(=CC=C1)C)=O 3-methyl-4-(3-methylbenzylidene)isoxazol-5(4H)-one